OCCN(C1=CC=C(C=N1)NC(C1=C(C=CC=C1)C)=O)C N-(6-((2-hydroxyethyl)(methyl)amino)pyridin-3-yl)-2-methylbenzamide